(cyclohexyl-1-ethyn-1-oxy)dimethylvinylsilane C1(CCCCC1)C#CO[SiH2]C=C(C)C